1,3-diamino-4,6-diethyl-2-methylbenzene NC1=C(C(=C(C=C1CC)CC)N)C